NC1=NC=NN2C1=C(N=C2C2CCCC2)C2=CC=C(CC=1C(=C(C(=O)N)C=CC1)OC)C=C2 (4-(4-amino-7-cyclopentylimidazo[5,1-f][1,2,4]triazin-5-yl)benzyl)-2-methoxybenzamide